1-ethyl-2,3,5-trimethylpyrazolium C(C)[N+]=1N(C(=CC1C)C)C